potassium 1,2-ethylenediamine tetraacetate C(C)(=O)ON(CCN(OC(C)=O)OC(C)=O)OC(C)=O.[K]